ClC=1C=C2C(=CC=NC2=CC1)NC1=CC(=CC(=C1)OC1CN(CC1)C)OC 6-Chloro-N-(3-methoxy-5-((1-methylpyrrolidin-3-yl)oxy)phenyl)quinolin-4-amine